ClC1=C(C=C(C=C1)N1C(CCCC12CCNCC2)=O)F 1-(4-chloro-3-fluorophenyl)-1,9-diazaspiro[5.5]undecane-2-one